(S)-2-(1-(2-(1,3,4-oxadiazol-2-yl)-5-oxa-2-azaspiro[3.4]octan-7-yl)piperidin-4-yl)-4,6-difluorophenol O1C(=NN=C1)N1CC2(C1)OC[C@H](C2)N2CCC(CC2)C2=C(C(=CC(=C2)F)F)O